C1(=CC=CC=C1)P(C1=C(C=CC=C1)C)C1=C(C=CC=C1)C phenyldi(o-tolyl)phosphine